C(C)(C)(C)OC(C[C@@H](CCC)CN)=O (R)-3-(aminomethyl)-hexanoic acid tert-butyl ester